C(C1=CC=CC=C1)N1C[C@@H](N(CC1)C1=NC=C(N=C1)C(F)(F)F)CC(=O)OCC (S)-ethyl 2-(4-benzyl-1-(5-(trifluoromethyl)pyrazin-2-yl)piperazin-2-yl)acetate